aluminium trimyristate C(CCCCCCCCCCCCC)(=O)[O-].C(CCCCCCCCCCCCC)(=O)[O-].C(CCCCCCCCCCCCC)(=O)[O-].[Al+3]